ClC=1SC2=NC(=CC=C2N1)C1=CC=C(C=C1)S(=O)(=O)C 2-chloro-5-(4-(methylsulfonyl)phenyl)thiazolo[5,4-b]pyridine